2-Amino-4-[1-(3,8-diazabicyclo[3.2.1]octan-8-yl)-5-fluoro-3-[[(2S)-1-methylpyrrolidin-2-yl]methoxy]-7,9-dihydrofuro[3,4-f]quinazolin-6-yl]-5-fluoro-benzothiophene-3-carbonitrile NC=1SC2=C(C1C#N)C(=C(C=C2)F)C=2C1=C(C=3C(=NC(=NC3C2F)OC[C@H]2N(CCC2)C)N2C3CNCC2CC3)COC1